((6-methoxy-2-methylisoindol-5-yl)amino)-5-phenylamino-1,2,4-triazine-6-carboxamide COC=1C(=CC2=CN(C=C2C1)C)NC=1N=NC(=C(N1)NC1=CC=CC=C1)C(=O)N